tert-Butyl (2S,4R)-4-fluoro-2-((6-(trifluoromethyl)pyridin-2-yl)carbamoyl)pyrrolidine-1-carboxylate F[C@@H]1C[C@H](N(C1)C(=O)OC(C)(C)C)C(NC1=NC(=CC=C1)C(F)(F)F)=O